C(C1=CC=CC=C1)C(=O)[O-] benzyl-format